O=C1NC(CCC1N1C(C2=CC=CC(=C2C1=O)NCC1=CC=C(CN2CCN(CC2)C2=NC=C(C(=O)N)C=C2)C=C1)=O)=O 6-(4-(4-((2-(2,6-dioxopiperidin-3-yl)-1,3-dioxoisoindolin-4-ylamino)methyl)benzyl)piperazin-1-yl)nicotinamide